N-((5-chloro-6-(thiazol-4-ylmethoxy)-1H-indol-2-yl)methyl)oxetane-2-carboxamide ClC=1C=C2C=C(NC2=CC1OCC=1N=CSC1)CNC(=O)C1OCC1